COCCN(C1=CC=C(C=C1)[N+](=O)[O-])C N-(2-methoxyethyl)-N-methyl-4-nitro-aniline